C(C)OC(C)N1N=CC(=C1)C1=C(C=2N(C=N1)N=C(N2)N[C@H](C)CC(F)(F)F)OC(C)C 7-(1-(1-ethoxyethyl)-1H-pyrazol-4-yl)-8-isopropoxy-N-((R)-4,4,4-trifluorobutan-2-yl)-[1,2,4]triazolo[1,5-c]pyrimidin-2-amine